FC=1C=C(CN2CCC(CC2)NC(=O)N2CC(C3=NC(=CC=C32)C)(C)C)C=CC1 N-(1-(3-fluorobenzyl)piperidin-4-yl)-3,3,5-trimethyl-2,3-dihydro-1H-pyrrolo[3,2-b]pyridine-1-carboxamide